C(CCC)SSC(C#N)C n-butyl-dithio-propionitrile